tert-Butyl 4-[(4,7,9-trioxo-3,8-diazaspiro[5.6]dodecan-3-yl)methyl]benzoate O=C1N(CCC2(C1)C(NC(CCC2)=O)=O)CC2=CC=C(C(=O)OC(C)(C)C)C=C2